4-(3-((2-((2-chloro-4-((1R,4R)-5-methyl-2,5-diazabicyclo[2.2.1]heptan-2-yl)phenyl)amino)-5-(trifluoromethyl)pyrimidin-4-yl)amino)propyl)-1,4-oxazepan-5-one ClC1=C(C=CC(=C1)N1[C@H]2CN([C@@H](C1)C2)C)NC2=NC=C(C(=N2)NCCCN2CCOCCC2=O)C(F)(F)F